3-fluorobenzene-1,2-dicarboxylic acid 1,2-dimethyl ester COC(=O)C=1C(=C(C=CC1)F)C(=O)OC